N[C@H]1CC[C@@H](N(C1)C(=O)OC(C)(C)C)C=1OC(=NN1)C1CC(C1)OC(F)(F)F tert-butyl (2R,5S)-5-amino-2-{5-[(1s,3s)-3-(trifluoromethoxy)cyclobutyl]-1,3,4-oxadiazol-2-yl}piperidine-1-carboxylate